IC1=C(C[C@H](N)C(=O)O)N=CN1 5-iodo-L-histidine